C(C=CC=CC=CC=CC=CC=CCCCCCCCCCCC)(=O)O tetracosahexenoic acid